N-[2-(5-chloro-1,3-benzoxazol-2-yl)-2-azaspiro[3.3]heptan-6-yl]-2-methoxy-pyridine-4-carboxamide ClC=1C=CC2=C(N=C(O2)N2CC3(C2)CC(C3)NC(=O)C3=CC(=NC=C3)OC)C1